N-(4-(4-chloro-2-nitrophenyl)pyridin-2-yl)cyclopropanecarboxamide ClC1=CC(=C(C=C1)C1=CC(=NC=C1)NC(=O)C1CC1)[N+](=O)[O-]